1,2,3,4-tetrafluorohexachlorobutane FC(C(C(C(F)(Cl)Cl)(F)Cl)(F)Cl)(Cl)Cl